C(C)OC(COCC1CC1)OCC ((2,2-diethoxyethoxy)methyl)cyclopropane